(2R)-1-(5-bromopyridine-2-carbonyl)pyrrolidine-2-carboxylic acid tert-butyl ester C(C)(C)(C)OC(=O)[C@@H]1N(CCC1)C(=O)C1=NC=C(C=C1)Br